CSC1=NC=2CC(CCC2C(N1)=O)C1=CC=CC2=CC=CC=C12 2-methylsulfanyl-7-(1-naphthyl)-5,6,7,8-tetrahydro-3H-quinazolin-4-one